OC1=C(C=CC=C1)C=CC=O 3-(2-hydroxyphenyl)prop-2-enal